Br\C(=C\Br)\C1=CC=C(C=C1)Cl (E)-1-(1,2-dibromovinyl)-4-chlorobenzene